CN1N=C2N=CC(=CC2=C1)C1=CC=C2C(=N1)SC(=C2)C(O)C21CC(C2)(C1)C(F)(F)F (6-(2-methyl-2H-pyrazolo[3,4-b]pyridin-5-yl)thieno[2,3-b]pyridin-2-yl)(3-(trifluoromethyl)bicyclo[1.1.1]pentan-1-yl)methanol